2-(difluoromethyl)-5-(6-((4-(4-fluoropyridin-2-yl)-1H-1,2,3-triazol-1-yl)methyl)pyridin-3-yl)-1,3,4-oxadiazole FC(C=1OC(=NN1)C=1C=NC(=CC1)CN1N=NC(=C1)C1=NC=CC(=C1)F)F